FC1=C2CN(C(C2=CC=C1N1CCC(CC1)O[C@@H]1C[C@H](CC1)OC1CCNCC1)=O)C1C(NC(CC1)=O)=O 3-[4-fluoro-1-oxo-5-[4-[(1S,3S)-3-(4-piperidyloxy)cyclopentoxy]-1-piperidyl]isoindolin-2-yl]piperidine-2,6-dione